5-amino-1-(4-fluorophenyl)-3-methylpyrazole NC1=CC(=NN1C1=CC=C(C=C1)F)C